BrC=1C(=C(SC1C)C(C)=O)O 1-(4-bromo-3-hydroxy-5-methylthiophene-2-yl)ethan-1-one